(S)-2-(3-(8-amino-6-(4-methylpyridin-3-yl)isoquinolin-3-ylamino)-1H-pyrazol-1-yl)propionitrile NC=1C=C(C=C2C=C(N=CC12)NC1=NN(C=C1)[C@H](C#N)C)C=1C=NC=CC1C